(R)-tert-butyl 3-(methylamino)piperidine-1-carboxylate CN[C@H]1CN(CCC1)C(=O)OC(C)(C)C